The molecule is an unsaturated fatty acyl-CoA that results from the formal condensation of the thiol group of coenzyme A with the carboxy group of (3E)-nonenoic acid. It is a medium-chain fatty acyl-CoA and a monounsaturated fatty acyl-CoA. It is a conjugate acid of a (3E)-nonenoyl-CoA(4-). CCCCC/C=C/CC(=O)SCCNC(=O)CCNC(=O)[C@@H](C(C)(C)COP(=O)(O)OP(=O)(O)OC[C@@H]1[C@H]([C@H]([C@@H](O1)N2C=NC3=C(N=CN=C32)N)O)OP(=O)(O)O)O